FC(OC1=C(C=C(C=C1)SC(C)C)C1=NN(C=C1NC(=O)C=1C=NN2C1N=CC=C2)CC(N2CCN(CC2)C2COCC2)=O)F N-[3-[2-(difluoromethoxy)-5-isopropylsulfanyl-phenyl]-1-[2-oxo-2-(4-tetrahydrofuran-3-ylpiperazin-1-yl)ethyl]pyrazol-4-yl]pyrazolo[1,5-a]pyrimidine-3-carboxamide